tri(3-triethoxysilylpropyl)-1,3-propanediamine C(C)O[Si](CCCC(C(N)(CCC[Si](OCC)(OCC)OCC)CCC[Si](OCC)(OCC)OCC)CN)(OCC)OCC